2-(cyclobutylamino)-N-(2-hydroxy-3-{9-methyl-1H,2H,3H,4H,9H-pyrido[3,4-b]indol-2-yl}propyl)-6-(4-methylpiperazin-1-yl)pyridine-4-carboxamide C1(CCC1)NC1=NC(=CC(=C1)C(=O)NCC(CN1CC=2N(C3=CC=CC=C3C2CC1)C)O)N1CCN(CC1)C